4-(5-methyl-2-((1-methyl-1H-pyrazol-5-yl)amino)pyrimidin-4-yl)-N-((1R,2S)-2-phenylcyclopropyl)oxazole-2-carboxamide CC=1C(=NC(=NC1)NC1=CC=NN1C)C=1N=C(OC1)C(=O)N[C@H]1[C@@H](C1)C1=CC=CC=C1